2-Isopropyl-5-methylhexyl 8-((4-hydroxybutyl)(6-((2-isopropyl-5-methylhexyl)oxy)-6-oxohexyl)amino)octanoate OCCCCN(CCCCCCCC(=O)OCC(CCC(C)C)C(C)C)CCCCCC(=O)OCC(CCC(C)C)C(C)C